thiomorpholine-2-carboxamide 1,1-dioxide N1CC(S(CC1)(=O)=O)C(=O)N